C(C)NC(CCCCCCCCCCCCCC(=O)N)=O 15-(ethylamino)-15-oxopentadecanamide